(2,4-dimethylcyclohex-3-en-1-yl)methanol CC1C(CCC(=C1)C)CO